3-[(3R)-3-methyl-[1,4'-bipiperidine]-1'-yl]-1,2,4-oxadiazole-5-carboxylic acid C[C@H]1CN(CCC1)C1CCN(CC1)C1=NOC(=N1)C(=O)O